ClC1=C(C=CC=C1NC=1N=CC=C2C=C(C=NC12)CN1C[C@H](CC1)O)C1=C(C(=CC=C1)C=1OC2=C(N1)C=C(C=C2C#N)CN2C[C@@H](CC2)C(=O)O)C (R)-1-((2-(2'-chloro-3'-(3-(((S)-3-hydroxypyrrolidin-1-yl)methyl)-1,7-naphthyridin-8-ylamino)-2-methylbiphenyl-3-yl)-7-cyanobenzo[d]oxazol-5-yl)methyl)pyrrolidine-3-carboxylic acid